C(#N)C1=CC(=C(COC2=CC=CC(=N2)C2=CC(=C(CC3=NC4=C(N3)C=C(C=C4)C(=O)O)C=C2)F)C=C1)F 2-(4-(6-((4-cyano-2-fluorobenzyl)oxy)pyridin-2-yl)-2-fluorobenzyl)-1H-benzo[d]imidazole-6-carboxylic acid